2-(6-isobutoxynicotinamido)benzo[d]thiazole-6-carboxylic acid C(C(C)C)OC1=NC=C(C(=O)NC=2SC3=C(N2)C=CC(=C3)C(=O)O)C=C1